C[C@@H]1N(CCN(C1)C1=NC=C(C=N1)C(F)(F)F)C(=O)O[C@H](CC1=CNC(C(=C1)C(F)(F)F)=O)C (S)-1-(6-Oxo-5-(trifluoromethyl)-1,6-dihydropyridin-3-yl)propan-2-yl (S)-2-methyl-4-(5-(trifluoromethyl)pyrimidin-2-yl)piperazine-1-carboxylate